7-Methylfuro[3,2-h]isochinolin-3(2H)-on CC=1N=CC=2C3=C(C=CC2C1)C(CO3)=O